[Zr].[Si](C1=CC=CC=C1)(C1=CC=CC=C1)(C(C)(C)C)OC1CC2C(C2C1)C(C)=O 1-[3-[tert-butyl(diphenyl)silyl]oxy-6-bicyclo[3.1.0]hexanyl]ethanone zirconium